C(C)OC1=C2C=CC(OC2=CC=C1C(=O)NC1=CC=C2C(=NN(C2=C1)CCC1CCN(CC1)C)C)(C)C 5-ethoxy-2,2-dimethyl-N-(3-methyl-1-(2-(1-methylpiperidin-4-yl)ethyl)-1H-indazol-6-yl)-2H-chromene-6-carboxamide